naphthalen-5-amine C1=CC=CC=2C(=CC=CC12)N